2-(3-carboxybutyl)nicotinic acid C(=O)(O)C(CCC1=C(C(=O)O)C=CC=N1)C